N-methyl-N-(2-oxo-2-(4-(5-(trifluoromethyl)-1,2,4-oxadiazol-3-yl)phenyl)ethyl)pyridazine-4-sulfonamide CN(S(=O)(=O)C1=CN=NC=C1)CC(C1=CC=C(C=C1)C1=NOC(=N1)C(F)(F)F)=O